C[N-]S(N(C)C)(=O)=O N-methyl-dimethylsulfamoylamide